(E)-3-(6-chloro-5-(naphthalen-2-ylmethoxy)-1H-indol-3-yl)-2-cyanoacrylamide ClC1=C(C=C2C(=CNC2=C1)/C=C(/C(=O)N)\C#N)OCC1=CC2=CC=CC=C2C=C1